ClC1=C(C=C(C=C1)NC(=O)NC1=CC(=CC=C1)C(=O)C=1C=C2N=C(C=NC2=CC1)N1CCCC1)C(F)(F)F 1-(4-chloro-3-(trifluoromethyl)phenyl)-3-(3-(3-(pyrrolidin-1-yl)quinoxaline-6-carbonyl)phenyl)urea